N-(3-fluorophenyl)-4-(trifluoromethyl)thiazole FC=1C=C(C=CC1)N1CSC=C1C(F)(F)F